S(=O)(=O)(O)O.NCC1=CC=C(CNC(=N)N)C=C1 1-(4-(aminomethyl)benzyl)guanidine sulfate